ClC=1C=C(C=C(C1C(=O)OC)C)C1CN(C1)C(=O)OC(C)(C)C tert-butyl 3-(3-chloro-4-(methoxycarbonyl)-5-methylphenyl)azetidine-1-carboxylate